2-allyl-1-[(7R)-7-ethyl-7-hydroxy-5,6-dihydrocyclopenta[b]pyridin-2-yl]-6-methylsulfonyl-pyrazolo[3,4-d]pyrimidin-3-one C(C=C)N1N(C2=NC(=NC=C2C1=O)S(=O)(=O)C)C1=CC=C2C(=N1)[C@@](CC2)(O)CC